N-(Azetidin-3-yl)-5-chloro-6,7-difluoro-1H-indole N1CC(C1)N1C=CC2=CC(=C(C(=C12)F)F)Cl